(S)-2-ethyl-5-((4-((2-hydroxy-1-phenylethyl)amino)-5-(3-(pyridin-3-yl)-1,2,4-oxadiazol-5-yl)pyrimidin-2-yl)amino)-3,3-dimethylisoindolin-1-one C(C)N1C(C2=CC=C(C=C2C1(C)C)NC1=NC=C(C(=N1)N[C@H](CO)C1=CC=CC=C1)C1=NC(=NO1)C=1C=NC=CC1)=O